N-[2-[4-[6-(dimethylamino)pyridin-3-yl]phenyl]-1,3-benzo-thiazol-6-yl]-N-[2-[2-[2-[2-[2-(2-iodoethoxy)ethoxy]ethoxy]ethoxy]ethoxy]ethyl]carbamate CN(C1=CC=C(C=N1)C1=CC=C(C=C1)C=1SC2=C(N1)C=CC(=C2)N(C([O-])=O)CCOCCOCCOCCOCCOCCI)C